{4-[(2-methoxy-4-{6-oxo-2H,4H,5H,6H,7H-pyrazolo[3,4-b]pyridin-4-yl}phenoxy)methyl]-3-(trifluoromethyl)phenyl}acetamide COC1=C(OCC2=C(C=C(C=C2)CC(=O)N)C(F)(F)F)C=CC(=C1)C1C=2C(NC(C1)=O)=NNC2